ClC1=C2C(=NC=C1)C(=C(N2COCC[Si](C)(C)C)C2=CC(=NC=C2)NC(C)=O)C2=NC=CC=C2 N-{4-[7-chloro-3-(pyridin-2-yl)-1-{[2-(trimethylsilyl)ethoxy]methyl}-1H-pyrrolo[3,2-b]pyridin-2-yl]pyridin-2-yl}acetamide